C(C)(C)(C)OC(NC1(CCN(CC1)C1=NC(=C2C(=N1)NN=C2I)C#N)C2=CC=CC=C2)=O (1-(4-cyano-3-iodo-1H-pyrazolo[3,4-d]pyrimidin-6-yl)-4-phenylpiperidin-4-yl)carbamic acid tert-butyl ester